FC1=NN(C2=CC=C(C=C12)N)S(=O)(=O)C1=CC=CC=C1 3-fluoro-1-(benzenesulfonyl)-1H-indazol-5-amine